N-(4-((2-amino-3-(pyrrolidin-1-ylmethyl)pyridin-4-yl)oxy)-3-fluorophenyl)-1-(pyridazine-3-yl)-5-(trifluoromethyl)-1H-pyrazole-4-carboxamide NC1=NC=CC(=C1CN1CCCC1)OC1=C(C=C(C=C1)NC(=O)C=1C=NN(C1C(F)(F)F)C=1N=NC=CC1)F